[Si](C)(C)(C(C)(C)C)O[C@H]1[C@H]([C@@H](O[C@@H]1COP1(SCCS1)=S)N1C=2N=C(NC(C2N=C1)=O)O)F 9-((2R,3R,4R,5R)-4-((tert-butyldimethylsilyl)oxy)-3-fluoro-5-(((2-sulfido-1,3,2-dithiaphospholan-2-yl)oxy)methyl)tetrahydrofuran-2-yl)-2-hydroxy-1,9-dihydro-6H-purin-6-one